FC1=C2C(=NC=NC2=C(C(=C1F)N1CCC(CC1)C)F)N 5,6,8-trifluoro-7-(4-methylpiperidin-1-yl)quinazolin-4-amine